N1N=CC(=C1)NC1=NC=CC(=N1)N1C[C@H]2CC[C@@H](C1)N2CCC#N 3-{(1R,5S)-3-[2-(1H-pyrazol-4-ylamino)pyrimidin-4-yl]-3,8-diazabicyclo[3.2.1]oct-8-yl}propanenitrile